(3-chloro-1-methyl-1H-pyrazol-5-yl)methanone ClC1=NN(C(=C1)C=O)C